CCC(CCCCCCCCC(CCCCCC)O)O octadecane-3,12-diol